CC1=NOC(=C1C1=CC=CC=2N=C(SC21)NC(=O)[C@@H]2CN(CC2)C(=O)OC(C)(C)C)C tert-butyl (S)-3-((7-(3,5-dimethylisoxazol-4-yl)benzo[d]thiazol-2-yl)carbamoyl)pyrrolidine-1-carboxylate